COC(C1=CC(=C(C=C1)F)COS(=O)(=O)C)=O 4-fluoro-3-(methylsulfonyloxymethyl)benzoic acid methyl ester